COC=1C=C(C=C(C1)OCC1COCC1)NC1=CC=NC2=CC=CC=C12 N-(3-Methoxy-5-((tetrahydrofuran-3-yl)methoxy)phenyl)quinolin-4-amine